FC1=C(C=C(C=C1)F)C1=CC=C2CC(C(C2=C1)NC(O[C@@H]1CN2CCC1CC2)=O)(C)C (S)-quinuclidin-3-yl (6-(2,5-difluorophenyl)-2,2-dimethyl-2,3-dihydro-1H-inden-1-yl)carbamat